FC=1C=C(C=CC1F)C(C(=O)O)(C)F 2-(3,4-difluorophenyl)-2-fluoropropanoic acid